(R)-1-(2-ethynylthiazol-4-yl)-3-(2-hydroxy-1-(4-(1-methylpiperidin-4-yl)phenyl)-ethyl)-urea C(#C)C=1SC=C(N1)NC(=O)N[C@@H](CO)C1=CC=C(C=C1)C1CCN(CC1)C